NC(CC)C=1C=C(C=2N(C1N1CC(S(CC1)(=O)=O)C)C=NC2C#N)Cl 6-(1-aminopropyl)-8-chloro-5-(2-methyl-1,1-dioxidothiomorpholino)imidazo[1,5-a]pyridine-1-carbonitrile